3-iodo-5-(methylsulfanyl)-1-(tetrahydro-2H-pyran-2-yl)-1H-indazole IC1=NN(C2=CC=C(C=C12)SC)C1OCCCC1